S1SC(C2=C1C=CC=C2)=O benzo[c][1,2]dithiol-3-one